O[C@@H]([C@@H](C(=O)N[C@@H](CC(C)C)B1OC(CS[C@@H](C(O1)=O)C)=O)NC(C1=NC(=CC=C1)C1=CC=CC=C1)=O)C N-((2S,3R)-3-hydroxy-1-(((R)-3-methyl-1-((R)-5-methyl-4,8-dioxo-1,3,6,2-dioxathiaborocan-2-yl)butyl)amino)-1-oxobutan-2-yl)-6-phenylpicolinamide